The molecule is a fatty acid ester obtained by formal condensation of the carboxy group of oleic acid with the hydroxy group of oleoyl ethanolamide. It is a fatty acid ester, a fatty amide and a N,O-diacylethanolamine. It derives from an ethanolamine and an oleic acid. CCCCCCCC/C=C\\CCCCCCCC(=O)NCCOC(=O)CCCCCCC/C=C\\CCCCCCCC